5-(2-(((R)-1-hydroxypropan-2-yl)amino)pyrimidin-4-yl)thiazol OC[C@@H](C)NC1=NC=CC(=N1)C1=CN=CS1